(3R,4aS,9bS)-3-methyl-7-(trifluoromethyl)-1,2,3,4,4a,9b-hexahydrobenzofuro[3,2-b]pyridine C[C@@H]1C[C@H]2[C@@H](NC1)C1=C(O2)C=C(C=C1)C(F)(F)F